(2-fluoro-6-(pyrimidin-2-yl)phenyl)((3R,6S)-5-(4-(2-Hydroxypropan-2-yl)-6-methylpyrimidin-2-yl)hexahydropyrrolo[3,4-c]pyrrol-2(1H)-yl)methanone FC1=C(C(=CC=C1)C1=NC=CC=N1)C(=O)N1CC2CN(CC2C1)C1=NC(=CC(=N1)C(C)(C)O)C